COC1=C2CCC(C2=C(C=C1)S(=O)(=O)C)=O 4-methoxy-7-methylsulfonyl-indanone